ClC1=CN(C2=CC=C(C=C12)CNC(C(=O)O)C)C1=NOC(=N1)C1=NN(C=2CC(CCC12)(C)C)CC (((3-chloro-1-(5-(1-ethyl-6,6-dimethyl-4,5,6,7-tetrahydro-1H-indazol-3-yl)-1,2,4-oxadiazol-3-yl)-1H-indol-5-yl)methyl)amino)propionic acid